(E)-2-methyl-3-(1H-pyrrol-3-yl)-1-(3,4,5-trimethoxyphenyl)prop-2-en-1-one C/C(/C(=O)C1=CC(=C(C(=C1)OC)OC)OC)=C\C1=CNC=C1